Cl.N[C@@H](C)CC(=O)O L-BETA-HOMOALANINE HYDROCHLORIDE